[Tc].C(C)C1=CC=2C(C3=CC=CC=C3C2C=C1)(C1=CC=C(C=C1)N)C1=CC=C(C=C1)N 2-ethyl-9,9-bis(4-aminophenyl)fluorene Technetium